(4-FORMYLTHIAZOL-2-YL)CARBAMIC ACID TERT-BUTYL ESTER C(C)(C)(C)OC(NC=1SC=C(N1)C=O)=O